FC1=C(C(=CC(=C1)F)OCCOC)C=1C2=C(C(OC1C(=O)OCC)=O)C(=CS2)F ethyl 7-[2,4-difluoro-6-(2-methoxyethoxy) phenyl]-3-fluoro-4-oxo-thieno[3,2-c]pyran-6-carboxylate